N-(1-cyanocyclopropyl)-9-(5-(difluoromethyl)-1,3,4-thiadiazol-2-yl)-4-(4-methoxypiperidin-1-yl)-9H-pyrimido[4,5-b]indole-7-sulfonamide C(#N)C1(CC1)NS(=O)(=O)C1=CC=C2C3=C(N(C2=C1)C=1SC(=NN1)C(F)F)N=CN=C3N3CCC(CC3)OC